C(C)(C)(C)[Si](C1=CC=CC=C1)(C1=CC=CC=C1)OC1CC(C1)CI tert-Butyl((1s,3s)-3-(iodomethyl)cyclobutyloxy)diphenylsilane